methyl 1,3-dimethylimidazo[1,5-a]pyridine-6-carboxylate CC=1N=C(N2C1C=CC(=C2)C(=O)OC)C